CC=1C(=C(C=C(C1)C(F)(F)F)O)C=1N=NC(=CC1)N1[C@H]2[C@@H](OCC1)CN(C2)C |r| 3-methyl-2-[6-[rac-(4aR,7aS)-6-methyl-2,3,4a,5,7,7a-hexahydropyrrolo[3,4-b][1,4]oxazin-4-yl]pyridazin-3-yl]-5-(trifluoromethyl)phenol